CO[C@@H](C)C1=NC(=NO1)C=1C=C2CC[C@H](C2=CC1)NC(=O)C1=C(C=NO1)C N-((R)-5-(5-((S)-1-methoxyethyl)-1,2,4-oxadiazol-3-yl)-2,3-dihydro-1H-inden-1-yl)-4-methylisoxazole-5-carboxamide